tert-butyl ((4-((2-((7-azabicyclo[2.2.1]heptan-7-yl)methyl)-6-fluoro-3-methoxybenzyl)amino)-2,3-difluorophenyl)sulfonyl)(thiazol-4-yl)carbamate C12CCC(CC1)N2CC2=C(CNC1=C(C(=C(C=C1)S(=O)(=O)N(C(OC(C)(C)C)=O)C=1N=CSC1)F)F)C(=CC=C2OC)F